(4-formylphenyl)-1H-pyrazole-4-carboxylic acid methyl ester COC(=O)C=1C=NN(C1)C1=CC=C(C=C1)C=O